C(C)C1(CCC1)CNC=1N=CC2=C(N(C(C=3C=CC=CC23)=O)[C@@H]2CC[C@H](CC2)O)N1 trans-3-(((1-Ethylcyclobutyl)methyl)amino)-5-(4-hydroxycyclohexyl)pyrimido[4,5-c]isoquinolin-6(5H)-one